3-chloro-N-(2,6-difluoro-4-iodophenyl)-2,5-dimethylbenzenesulfonamide ClC=1C(=C(C=C(C1)C)S(=O)(=O)NC1=C(C=C(C=C1F)I)F)C